C(C)N1C(=NC(=C1)C(F)(F)F)C1=C(C=C(C=C1)NC1C=2N(CCC1)N=C(C2)C2=C(C=NN2C(C)C)C#N)F 5-(4-((4-(1-ethyl-4-(trifluoromethyl)-1H-imidazol-2-yl)-3-fluorophenyl)amino)-4,5,6,7-tetrahydro-pyrazolo[1,5-a]pyridin-2-yl)-1-isopropyl-1H-pyrazole-4-carbonitrile